N[C@@H]1CN(CC[C@H]1F)C1=NC2=C(N1CC1=NC=C(C#N)C=C1)C=CC(=C2)C(F)(F)F 6-((2-((3R,4R)-3-amino-4-fluoropiperidin-1-yl)-5-(trifluoromethyl)-1H-benzo[d]imidazol-1-yl)methyl)nicotinonitrile